5-methoxy-4-(4-(3,4,5-trifluorophenyl)-1H-1,2,3-triazol-1-yl)tetrahydro-2H-pyran-3-ol COC1C(C(COC1)O)N1N=NC(=C1)C1=CC(=C(C(=C1)F)F)F